Fmoc-D-2,3-diaminopropionic acid C(=O)(OCC1C2=CC=CC=C2C2=CC=CC=C12)C(C(=O)O)(CN)N